[Li].OC=C1C(CC(CC1=O)C1=C2C=CNC2=CC=C1)=O 2-(hydroxymethylene)-5-(1H-indol-4-yl)cyclohexane-1,3-dione lithium salt